O.CC1=CC=C(C=C1)C(C(=O)O)C 4-methylphenyl-propionic acid hydrate